6-[[6-(Trifluoromethyl)-3-pyridinyl]methyl]-2-azaspiro[3.3]heptane FC(C1=CC=C(C=N1)CC1CC2(CNC2)C1)(F)F